2-ethyl-6-fluoro-3-(((1r,4r)-4-isopropoxycyclohexyl)methyl)-1H-indole C(C)C=1NC2=CC(=CC=C2C1CC1CCC(CC1)OC(C)C)F